methyl (2S,4R)-1-((9,9-difluoro-9H-fluorene-3-carbonyl)glycyl)-4-((S)-S-methylsulfonimidoyl)pyrrolidine-2-carboxylate FC1(C2=CC=CC=C2C=2C=C(C=CC12)C(=O)NCC(=O)N1[C@@H](C[C@H](C1)[S@](=O)(=N)C)C(=O)OC)F